C(C)C1=CC=2C(=NC=CC2N1CC1=CC=C(C=C1)B(O)O)OC 4-((2-Ethyl-4-methoxypyrrolo[3,2-c]pyridin-1-yl)methyl)phenylboronic acid